C(C)C1=CC=CC2=CC3=CC=CC=C3C(=C12)OC(=O)C1C(C2C(=CC1C2)C)C(=O)O 1-Ethyl-9-[2-carboxy(3,6-methano-4-methyl-4-cyclohexenyl)]carbonyloxy-anthracene